C(C)(C)OC(N[C@@H]1CC[C@H](CC1)C=1SC(=CN1)C1=C(C=C(C=C1)CC(=O)NCC(OC)OC)S(NCC)(=O)=O)=O trans-N-[4-[5-[4-[2-(2,2-dimethoxyethylamino)-2-oxo-ethyl]-2-(ethylsulfamoyl)phenyl]thiazol-2-yl]cyclohexyl]carbamic acid isopropyl ester